ClC1=CC2=C(N=C(N=C2NC(C)S(=O)(=O)NC2=CC=C(C=C2)C)N2CCN(CC2)C)C=N1 ((6-chloro-2-(4-methylpiperazin-1-yl)pyrido[3,4-d]pyrimidin-4-yl)amino)-N-(p-tolyl)ethane-1-sulphonamide